NC=1C=C(C=C(C1)C(F)(F)F)[C@@H](C)NC=1C2=C(N=C(N1)N1C(CCC1)=O)C=NC(=C2)NC 1-(4-((R)-1-(3-amino-5-(trifluoromethyl)phenyl)ethylamino)-6-(methylamino)pyrido[3,4-d]pyrimidin-2-yl)pyrrolidin-2-one